FC1=CC=C2C(=CNC2=C1)C(=O)NC=1C=C(C(=O)O)C=CC1 3-(6-fluoro-1H-indole-3-carboxamido)benzoic acid